ClC1=CC(=CC(=N1)NC[C@@H](C)O)I (2R)-1-[(6-chloro-4-iodopyridin-2-yl)amino]propan-2-ol